BrC=1C=C(C(=CC1)N)NC 4-bromo-N2-methyl-benzene-1,2-diamine